ClC=1C=NC=C(C1C1(CC1)C(=O)NC(C(=O)O)CCN(CCCCC1=NC=2NCCCC2C=C1)CC(CF)OC)OC 2-[[1-(3-chloro-5-methoxy-4-pyridyl)cyclopropanecarbonyl]amino]-4-[[3-fluoro-2-methoxy-propyl]-[4-(5,6,7,8-tetrahydro-1,8-naphthyridin-2-yl)butyl]amino]butanoic acid